Cl.CNC(C[C@H](CC(C)C)NC1=NC(=NC2=CC(=CC=C12)C)N1CC2(CNC2)CC1)=O (S)-N,5-dimethyl-3-((7-methyl-2-(2,6-diazaspiro[3.4]octan-6-yl)quinazolin-4-yl)amino)hexanamide hydrochloride